COC([C@@H](N)CS)=O L-Cystein-Methylester